ClC1=C(C=CC=C1Cl)N1CCN(CC1)CCCC1(CCN(CC1)C(=O)OC(C)(C)C)O tert-Butyl 4-(3-(4-(2,3-Dichlorophenyl)piperazin-1-yl)propyl)-4-hydroxypiperidine-1-carboxylate